CSC1=CC=C(C=C1)C1CCNC=2N1N=C(C2)C2=CC=CC=C2 (-)-7-(4-(Methylthio)phenyl)-2-phenyl-4,5,6,7-tetrahydropyrazolo[1,5-a]pyrimidine